C(C1=CC=CC=C1)OC(=O)NCC[C@@H]1CN(C[C@H](N1CC(=O)NC)CC(=O)OCC)CC1=CC=CC=2N1N=CC2 ethyl 2-((2R,6R)-6-(2-(((benzyloxy)carbonyl)amino)ethyl)-1-(2-(methylamino)-2-oxoethyl)-4-(pyrazolo[1,5-a]pyridin-7-ylmethyl)piperazin-2-yl)acetate